CN1C(C2(C3=CC=CC=C13)CCC1(CC2)OCCO1)=O 1''-methyldispiro[1,3-dioxolane-2,1'-cyclohexane-4',3''-indol]-2''-one